(S)-3-(isoquinolin-4-yl)-2-oxo-1-(5-(trifluoromethyl)pyridin-2-yl)imidazolidine-4-carbonitrile C1=NC=C(C2=CC=CC=C12)N1C(N(C[C@H]1C#N)C1=NC=C(C=C1)C(F)(F)F)=O